N[C@@H]1CCCC12CCN(CC2)C=2C(=NC(=CN2)C2=C(C(=NC=C2)Cl)Cl)CO (3-[(1R)-1-amino-8-azaspiro[4.5]decan-8-yl]-6-(2,3-dichloropyridin-4-yl)pyrazin-2-yl)methanol